N-(1-(3-chlorophenyl)-2-hydroxyethyl)-1H-pyrrole-2-amide ClC=1C=C(C=CC1)C(CO)NC(=O)C=1NC=CC1